1-(3-Methylpyridin-2-yl)-1,3-dihydro-2H-benzo[d]imidazol-2-one CC=1C(=NC=CC1)N1C(NC2=C1C=CC=C2)=O